ClC=1C(=NC(=NC1NC1=CC=NC=C1)N1CCOCC1)C1=C(C=NC(=C1)C1=NN(C=C1)C)CO (4-(5-chloro-2-morpholino-6-(pyridin-4-ylamino)pyrimidin-4-yl)-6-(1-methyl-1H-pyrazol-3-yl)pyridin-3-yl)methanol